(S)-4-(8-methyl-2-(piperidin-4-yloxy)-7,8-dihydro-1,6-naphthyridin-6(5H)-yl)pyrazolo[1,5-a]pyridine-7-carbonitrile C[C@H]1CN(CC=2C=CC(=NC12)OC1CCNCC1)C=1C=2N(C(=CC1)C#N)N=CC2